Tert-Butyl (4-ethylpiperidin-4-yl)carbamate C(C)C1(CCNCC1)NC(OC(C)(C)C)=O